N[C@@H]1[C@@H](CCC1)C1=C(C2=NC(=CC(=C2S1)NCC=1SC=CC1)Cl)Cl 2-((1r,2s)-2-aminocyclopentyl)-3,5-dichloro-N-(thiophen-2-ylmethyl)thieno[3,2-b]pyridin-7-amine